N[C@@H](C(=O)OCN1C(C(CCC1=O)N1C(C2=CC=CC(=C2C1)CNC(C(=O)C1=CC=C(C=C1)C(C)(C)C)=O)=O)=O)C(C)C (2R)-(3-(4-((2-(4-(tert-butyl)phenyl)-2-oxoacetamido)methyl)-1-oxoisoindolin-2-yl)-2,6-dioxopiperidin-1-yl)methyl 2-amino-3-methylbutanoate